2,6-dichloro-4-((1S,3S)-3-methyl-1-(4-methyl-4H-1,2,4-triazol-3-yl)cyclobutyl)pyridine ClC1=NC(=CC(=C1)C1(CC(C1)C)C1=NN=CN1C)Cl